17β-hydroxy-4-androsten-3-one O[C@@H]1[C@]2(C)[C@@H](CC1)[C@@H]1CCC3=CC(CC[C@]3(C)[C@H]1CC2)=O